styrene oxide C1C(C2=CC=CC=C2)O1